penta-2,4-diennitrile C(C=CC=C)#N